N-[2-(2-hydroxyethyl)-6-methoxy-indazol-5-yl]-6-(trifluoromethyl)pyridine-2-carboxamide OCCN1N=C2C=C(C(=CC2=C1)NC(=O)C1=NC(=CC=C1)C(F)(F)F)OC